[Fe](Cl)Cl.CC1=C(N)C(=CC=C1)C 2,6-dimethylaniline iron (II) chloride